1-(1-(6-bromopyridin-3-yl)ethyl)-4-(Propan-1-yn-1-yl)-1H-indazole-7-carboxylic acid methyl ester COC(=O)C=1C=CC(=C2C=NN(C12)C(C)C=1C=NC(=CC1)Br)C#CC